C1-phosphonotetrahydroisoquinoline P(=O)(O)(O)C1NCCC2=CC=CC=C12